FC1=C(C(=O)NC(C)(CC(C)(C)C)C)C=CC(=C1F)B1OC(C(O1)(C)C)(C)C 2,3-difluoro-4-(4,4,5,5-tetramethyl-1,3,2-dioxaborolan-2-yl)-N-(2,4,4-trimethylpentan-2-yl)benzamide